The molecule is an abietane diterpenoid that is abieta-8,11,13-triene substituted by hydroxy groups at positions 11 and 12 and a carboxy group at position 20. It is isolated from rosemary (Rosmarinus officinalis) and common sage (Salvia officinalis) and exhibits anti-angiogenic, antineoplastic, antioxidant and anti-HIV activity. It has a role as an antineoplastic agent, an antioxidant, a HIV protease inhibitor, an angiogenesis modulating agent, an apoptosis inducer, a plant metabolite, an anti-inflammatory agent and a food preservative. It is an abietane diterpenoid, a carbotricyclic compound, a member of catechols and a monocarboxylic acid. It is a conjugate acid of a carnosate. CC(C)C1=C(C(=C2C(=C1)CC[C@@H]3[C@@]2(CCCC3(C)C)C(=O)O)O)O